N,N,N',N'-tetraethylethane-1,2-diamine C(C)N(CCN(CC)CC)CC